COC=1C=C(C=CC1)[As]=O (3-methoxyphenyl)(oxo)arsane